CC=1N=CNC1C1=CC=C(C=C1)NC1CCN(CC1)C(=O)OCC1=CC(=CC(=C1)Cl)Cl 3,5-Dichlorobenzyl 4-((4-(4-methyl-1H-imidazol-5-yl)phenyl)amino)piperidine-1-carboxylate